di(eicosyl) peroxydicarbonate C(=O)(OCCCCCCCCCCCCCCCCCCCC)OOC(=O)OCCCCCCCCCCCCCCCCCCCC